5-amino-7-fluoro-N-(2-morpholino-2-(pyridin-3-yl)ethyl)imidazo[1,2-c]quinazoline-2-carboxamide NC1=NC=2C(=CC=CC2C=2N1C=C(N2)C(=O)NCC(C=2C=NC=CC2)N2CCOCC2)F